The molecule is a pyrimidine ribonucleoside 5'-monophosphate that is the 6-oxo derivative of UMP. It derives from a uridine 5'-monophosphate and a barbituric acid. C1C(=O)NC(=O)N(C1=O)[C@H]2[C@@H]([C@@H]([C@H](O2)COP(=O)(O)O)O)O